ClC=1C(=CC(=C(N)C1)F)C=1C=NC(=CC1)OC1COC1 5-chloro-2-fluoro-4-(6-(oxetan-3-yloxy)pyridin-3-yl)aniline